({4-[(1S)-1-{[4-(2-chloro-4-methoxy-5-methylphenyl)-5-methyl-1,3-thiazol-2-yl](prop-2-yn-1-yl)amino}-2-cyclopropylethyl]-2-fluorophenyl}methoxy)-5-oxopentanoic acid ClC1=C(C=C(C(=C1)OC)C)C=1N=C(SC1C)N([C@@H](CC1CC1)C1=CC(=C(C=C1)COC(C(=O)O)CCC=O)F)CC#C